zinc-aluminum-Magnesium-silicon [Si].[Mg].[Al].[Zn]